FC1=C(C(=O)O)C=C(C=C1)CC1=NNC(C2=CC=CC=C12)=C=O 2-fluoro-5-[(4-carbonyl-3,4-dihydro-phthalazine-1-yl)methyl]benzoic acid